C(C)OC(CCC(=O)C=1SC2=C(C1)C(=C(C(=C2)OC)OCCCOC=2C(=C1CN(CC1=CC2OC)C(CCC(=O)O[C@H](CN)C)=O)Cl)F)=O Ethyl-4-[5-[3-[2-[4-[(1S)-2-amino-1-methyl-ethoxy]-4-oxo-butanoyl]-4-chloro-6-methoxy-isoindolin-5-yl] oxypropoxy]-4-fluoro-6-methoxy-benzothiophen-2-yl]-4-oxo-butanoate